ClC1=NC=NC2=C(C=C(C=C12)C1=NC=C(C=C1)F)OCC(F)F 4-chloro-8-(2,2-difluoroethoxy)-6-(5-fluoropyridin-2-yl)quinazoline